5,5'-(perfluoropropane-2,2-diyl)bis(2-(2,2,2-trifluoroethyl)benzoxazole) FC(C(C(F)(F)F)(C=1C=CC2=C(N=C(O2)CC(F)(F)F)C1)C=1C=CC2=C(N=C(O2)CC(F)(F)F)C1)(F)F